C(C)(C)(C)OC(NCCCOC=1C(=C(C=CC1)C1=C(C(=CC=C1)OCCCNC(OC(C)(C)C)=O)Cl)Cl)=O (((2,2'-dichloro-[1,1'-biphenyl]-3,3'-diyl)bis(oxy))bis(propane-3,1-diyl))dicarbamic acid di-tert-butyl ester